S1C=NC2=C1C=C(C=C2)NC2=C(C(=CC(=C2)F)N)C N1-(benzo[d]thiazol-6-yl)-5-fluoro-2-methylbenzene-1,3-diamine